C1(=CC=CC=C1)C=1OC2=CC=CC=C2C(C1)P(=O)(OC1=CC2=CC=CC=C2C=C1)OC1=CC2=CC=CC=C2C=C1 2-phenyl-4-[bis(2-naphthyl)phosphono]-4H-chromene